C(C)(C)(C)OC(=O)N1CC2=C(CC1)N(N=C2C#N)C2=NC(=CC=C2C(C)=O)Cl 1-(3-acetyl-6-chloro-2-pyridyl)-3-cyano-6,7-dihydro-4H-pyrazolo[4,3-c]pyridine-5-carboxylic acid tert-butyl ester